ethyl 2-(2-chloro-4-fluoro-5-(3-methyl-2,6-dioxo-4-trifluoromethyl-3,6-dihydropyrimidin-1(2H)-yl) phenoxy)-2-phenoxyacetate ClC1=C(OC(C(=O)OCC)OC2=CC=CC=C2)C=C(C(=C1)F)N1C(N(C(=CC1=O)C(F)(F)F)C)=O